COC(=O)C1(CCC2(C(CC3=CC=CC=C23)CC(CO)(C)F)CC1)NC1=CC(=CC=C1)Cl (1r,4r)-4-(3-Chloroanilino)-2'-(2-fluoro-3-hydroxy-2-methylpropyl)-2',3'-dihydrospiro[cyclohexane-1,1'-indene]-4-carboxylic acid methyl ester